benzyl 4-[4-(4,4,5,5-tetramethyl-1,3,2-dioxaborolan-2-yl)pyridin-2-yl]piperazine-1-carboxylate CC1(OB(OC1(C)C)C1=CC(=NC=C1)N1CCN(CC1)C(=O)OCC1=CC=CC=C1)C